4-fluoro-2-isopropyl-6-(2-methoxy-pyridin-4-yl)aniline FC1=CC(=C(N)C(=C1)C1=CC(=NC=C1)OC)C(C)C